N[C@@H]1CCCC12CCN(CC2)C=2C(=NC(=C(N2)C)SC2=C(C(=NC=C2)Cl)Cl)CO (R)-(3-(1-amino-8-azaspiro[4.5]decan-8-yl)-6-((2,3-dichloropyridin-4-yl)thio)-5-methylpyrazin-2-yl)methanol